5-((2-((4-((3-Chloro-4-(pyridin-3-yl)benzyl)amino)butyl)amino)ethyl)amino)benzo[c][2,6]naphthyridine-8-carboxamide ClC=1C=C(CNCCCCNCCNC2=NC3=C(C4=CN=CC=C24)C=CC(=C3)C(=O)N)C=CC1C=1C=NC=CC1